2-(4-(5-chloro-2-(4-chloro-1H-1,2,3-triazol-1-yl)phenyl)-5-methoxy-2-oxopyridin-1(2H)-yl)-N-(3-(dimethylphosphoryl)-4-fluorophenyl)-3-phenylpropionamide ClC=1C=CC(=C(C1)C1=CC(N(C=C1OC)C(C(=O)NC1=CC(=C(C=C1)F)P(=O)(C)C)CC1=CC=CC=C1)=O)N1N=NC(=C1)Cl